2-[(2-amino-3-fluoropyridin-4-yl)methyl]-5-(2-fluoro-4-iodoanilino)pyridine-4-carboxylic acid methyl ester COC(=O)C1=CC(=NC=C1NC1=C(C=C(C=C1)I)F)CC1=C(C(=NC=C1)N)F